BrC1=NC(=C(C=2N=C(N=C(C21)N2C[C@]1(CC[C@@H]([C@H]2C=C)N1C(=O)OC(C)(C)C)F)SCC)F)Cl tert-butyl (1S,4R,5S)-3-(5-bromo-7-chloro-2-(ethylthio)-8-fluoropyrido[4,3-d]pyrimidin-4-yl)-1-fluoro-4-vinyl-3,8-diazabicyclo[3.2.1]octane-8-carboxylate